C(CCCCCC)(=O)N1[C@@H](CCC1)C(=O)O N-heptanoyl-proline